ClC=1C(=C(C=O)C(=C(C1OC)C\C=C(\C=C\[C@@]1([C@H]([C@@H](CC[C@H]1C)NC1CC1)C)C)/C)O)C 3-chloro-5-((2E,4E)-5-((1R,2R,3R,6R)-3-(cyclopropylamino)-1,2,6-trimethylcyclohexyl)-3-methylpenta-2,4-dien-1-yl)-6-hydroxy-4-methoxy-2-methylbenzaldehyde